3-methoxy-N-(2-methoxyethyl)benzamide COC=1C=C(C(=O)NCCOC)C=CC1